2,3-dimethyl-benzothiazolium bisulfate S([O-])(O)(=O)=O.CC=1SC2=C([N+]1C)C=CC=C2